N-cyclopropyl-3-{[(3S,6S)-1,1-difluoro-5-(4-methoxy-1H-indole-2-carbonyl)-5-azaspiro[2.4]heptan-6-yl]formamido}-2-oxo-4-[(3S)-2-oxopiperidin-3-yl]butanamide C1(CC1)NC(C(C(C[C@H]1C(NCCC1)=O)NC(=O)[C@H]1N(C[C@@]2(CC2(F)F)C1)C(=O)C=1NC2=CC=CC(=C2C1)OC)=O)=O